4-chloro-5-fluoro-3,3-dimethyl-1H-pyrrolo[2,3-b]pyridin-2-one ClC1=C2C(=NC=C1F)NC(C2(C)C)=O